(R)-3-(7-(2-fluoro-3,5-dimethoxyphenyl)-1,4,5,6,7,8-hexahydrocyclohepta[c]pyrazol-3-yl)-1H-pyrazol-4-amine FC1=C(C=C(C=C1OC)OC)[C@@H]1CCCC2=C(NN=C2C2=NNC=C2N)C1